4-(trifluoro-methyl)-benzoyl chloride FC(C1=CC=C(C(=O)Cl)C=C1)(F)F